ClC=1C(=C(C=CC1Cl)NC=1C2=C(N=CN1)N(C(=C2)C(C2CCN(CC2)C(C=C)=O)O)S(=O)(=O)C2=CC=CC=C2)F 1-(4-((4-((3,4-dichloro-2-fluorophenyl)amino)-7-(phenylsulfonyl)-7H-pyrrolo[2,3-d]pyrimidin-6-yl)(hydroxy)methyl)piperidin-1-yl)prop-2-en-1-one